tert-butyl (trans-3-((4-methoxy-5-(1-methyl-1H-benzo[d][1,2,3]triazol-6-yl)pyrrolo[2,1-f][1,2,4]triazin-2-yl)amino)-1-methylcyclobutyl)carbamate COC1=NC(=NN2C1=C(C=C2)C=2C=CC1=C(N(N=N1)C)C2)NC2CC(C2)(C)NC(OC(C)(C)C)=O